(2S)-2-{(3R)-3-hydroxy-4-[3-(trifluoromethyl)phenyl]butyl{5-oxopyrrolidin-1-yl}propyl}thiophene-2-carboxylate OC(CC[C@H](CC[C@@]1(SC=CC1)C(=O)[O-])N1CCCC1=O)CC1=CC(=CC=C1)C(F)(F)F